(S)-3-(trifluoromethyl)-5a,6,8,9-tetrahydro-7H-pyrido[2',3':4,5]thiazolo[3,2-a]pyrazin FC(C1=CC2=C(N3[C@H](CNCC3)S2)N=C1)(F)F